(S)-quinuclidin-3-yl (7-(1-methyl-1H-indazol-4-yl)chroman-4-yl)carbamate CN1N=CC2=C(C=CC=C12)C1=CC=C2C(CCOC2=C1)NC(O[C@@H]1CN2CCC1CC2)=O